OC(CC[C@H]1[C@@H]2CCN([C@H]([C@H]2CCC1)C)C(CC1=C(C(=NC=C1Cl)[C@H](C)O)Cl)=O)(C)C |o1:24| 1-[(1S,4aS,5S,8aS)-5-(3-hydroxy-3-methyl-butyl)-1-methyl-3,4,4a,5,6,7,8,8a-octahydro-1H-isoquinolin-2-yl]-2-[3,5-dichloro-2-([(1S*)-1-hydroxyethyl])-4-pyridyl]ethanone